O1CC(CC(C12OCCCC2)O)O 1,7-dioxaspiro[5.5]undecane-3,5-diol